ONC(\C=C\C1=CC=C(C=C1)CN1C(N(C(C2=CC=CC=C12)=O)CCC1=CC=C(C=C1)OC)=O)=O (E)-N-hydroxy-3-(4-((3-(4-methoxyphenethyl)-2,4-dioxo-3,4-dihydroquinazolin-1(2H)-yl)methyl)phenyl)acrylamide